dibromo-2-iodobiphenyl BrC1=C(C(=C(C=C1)C1=CC=CC=C1)I)Br